C\C=C(/C(=O)[O-])\CCCC Z-methylbutylacrylate